C(#N)C(C)(C)C=1C=C(C(=O)NC2=CC(=C(C=C2)C)C2=CC3=C(N=C(N=C3)NC)N3C2=NCC3)C=CN1 2-(2-cyanoprop-2-yl)-N-(4-methyl-3-(2-(methylamino)-8,9-dihydroimidazo[1',2':1,6]pyrido[2,3-d]pyrimidin-6-yl)phenyl)isonicotinamide